Cis-tert-butyl 4-(7-((8-fluoro-2-methylimidazo[1,2-a]pyridin-6-yl)carbamoyl)-2-((1s,3s)-3-hydroxycyclobutyl)-2H-indazol-4-yl)piperazine-1-carboxylate FC=1C=2N(C=C(C1)NC(=O)C1=CC=C(C3=CN(N=C13)[C@@H]1C[C@@H](C1)O)N1CCN(CC1)C(=O)OC(C)(C)C)C=C(N2)C